C/C(/C=C/C(=O)ONC(=O)C1CCC(CC1)O)=C\C=C\C(=C\C=C\C=C(\C=C\C=C(/C=C/C(=O)[O-])\C)/C)\C 1-[(E)-4-hydroxycyclohexamido] (2E,4E,6E,8E,10E,12E,14E,16Z,18E)-4,8,13,17-tetramethylicosa-2,4,6,8,10,12,14,16,18-nonaenedioate